COC(=O)C=1C=CC=C2C1N=CO2 benzo[D]Oxazole-4-carboxylic acid methyl ester